2-methyl-2-pyrrolidin-3-yl-propionic acid CC(C(=O)O)(C)C1CNCC1